ClC1=C(C=CC=C1Cl)N1C=CC=2C1=NC=C(C2N(C)C)C(=O)N[C@H]2CCCC1=CC=CC=C21 (S)-1-(2,3-dichlorophenyl)-4-(dimethylamino)-N-(1,2,3,4-tetrahydronaphthalen-1-yl)-1H-pyrrolo[2,3-b]pyridine-5-carboxamide